NCCC#N 3-amino-propanenitrile